2-(Cyclohexyloxy)-4-(2-ethoxyethenyl)-6-methylpyrimidine C1(CCCCC1)OC1=NC(=CC(=N1)C=COCC)C